C12(CC3CC(CC(C1)C3)C2)CN2CCN(CC2)C(COC2=C(C(=C(C(=C2F)F)F)F)F)=O 1-(4-((adamantan-1-yl)methyl)piperazin-1-yl)-2-(pentafluorophenoxy)ethan-1-one